O1CCC2=C1C=C(C=C2)C(NC(=O)C=2C(NC(=CC2)C(F)(F)F)=O)C2=CC=CC=C2 N-((2,3-dihydrobenzofuran-6-yl)(phenyl)methyl)-2-oxo-6-(trifluoromethyl)-1,2-dihydropyridine-3-carboxamide